(Benzyloxy)cyclobutan-1-ol C(C1=CC=CC=C1)OC1(CCC1)O